CC(C#C)(C(CC)C)O 3,4-dimethyl-1-hexyne-3-ol